methyl 1-((2-(trimethylsilyl) ethoxy) methyl)-7-vinyl-2,3-dihydro-1H-pyrrolo[3,2-b]pyridine-5-carboxylate C[Si](CCOCN1CCC2=NC(=CC(=C21)C=C)C(=O)OC)(C)C